N-(bicyclo[4.2.0]octa-1,3,5-trien-7-ylmethyl)-3,6-dichloropyridazine C12=CC=CC=C2C(C1)CN1NC(=CC=C1Cl)Cl